oxazin tris(butyl carbamate) C(CCC)NC(O)=O.C(CCC)NC(O)=O.C(CCC)NC(O)=O.O1NC=CC=C1